C12(CC3CC(CC(C1)C3)C2)P(C(S(=O)(=O)[O-])CCCC)C23CC1CC(CC(C2)C1)C3.NC3=C(C=CC=C3)C3=C(C=CC=C3)[Pd+] (2'-amino-[1,1'-biphenyl]-2-yl)palladium(II) bis(1-adamantyl)-butyl-phosphaneylmethanesulfonate